ClC=1C(=C(C(=CC1)C(F)F)C1=CN=CC(=N1)C(=O)NC=1C=NN(C1)C(C)C=1C=NC(=NC1)N1CC2=NC=CC=C2C1)F 6-(3-Chloro-6-(difluoromethyl)-2-fluorophenyl)-N-(1-(1-(2-(5,7-dihydro-6H-pyrrolo[3,4-b]pyridin-6-yl)pyrimidin-5-yl)ethyl)-1H-pyrazol-4-yl)pyrazine-2-carboxamide